NC1=C(C(=NC=C1)C(F)(F)F)C=O 4-amino-2-(trifluoromethyl)pyridine-3-carbaldehyde